ClC1=C(OCSCC2=NNC(N2)=S)C=CC=C1Cl 3-[(2,3-Dichlorophenoxymethylthio)methyl]-1H-1,2,4-triazole-5(4H)-thione